OC1=CC=C(OC2=NC(=NC(=N2)OC2=CC=C(C=C2)O)O)C=C1 2,4-bis(4-hydroxyphenoxy)-6-hydroxy-1,3,5-triazine